5-((6-Bromopyridazin-3-yl)methoxy)-2-cyclopentylisoindolin-1-one BrC1=CC=C(N=N1)COC=1C=C2CN(C(C2=CC1)=O)C1CCCC1